C(C)(C)(C)OC(=O)N1CC2C(C1)CC(C2)C(C2=C(C=C(C(=C2)Cl)Cl)OCC=C)=O 5-[4,5-dichloro-2-(prop-2-en-1-yloxy)benzoyl]-hexahydro-1H-cyclopenta[c]Pyrrole-2-carboxylic acid tert-butyl ester